FC=1C=C2C(=NC(=NC2=C(C1)F)OC[C@H]1N(CCC1)CC)N1C[C@@]2(CC[C@H](C1)N2)C 6,8-difluoro-4-((1S,5R)-1-methyl-3,8-diazabicyclo[3.2.1]octan-3-yl)-2-(((S)-1-ethylpyrrolidin-2-yl)methoxy)quinazolin